ClC=1C=NN2C1C(NC1=CC(=C(C=C21)C)CCl)=O 3-chloro-7-(chloromethyl)-8-methylpyrazolo[1,5-a]quinoxalin-4(5H)-one